tert-Butyl 3-(7-chloro-8-fluoro-5-methoxy-2-(methylthio)pyrido[4,3-d]pyrimidin-4-yl)-1-((methoxy-d3) Methyl)-3,8-diazabicyclo[3.2.1]octane-8-carboxylate ClC1=C(C=2N=C(N=C(C2C(=N1)OC)N1CC2(CCC(C1)N2C(=O)OC(C)(C)C)COC([2H])([2H])[2H])SC)F